methyl (S)-4-(3,5-difluoro-2-isopropylphenyl)-2-methyl-5-oxo-1,4,5,7-tetrahydrofurano[3,4-b]pyridine-3-carboxylate FC=1C(=C(C=C(C1)F)[C@@H]1C2=C(NC(=C1C(=O)OC)C)COC2=O)C(C)C